8-bromo-6-chloro-3,4-dihydroquinolin BrC=1C=C(C=C2CCC=NC12)Cl